tert-Butyl 4-(5-carbamoyl-2-chloro-3-nitrophenoxy)butanoate C(N)(=O)C=1C=C(C(=C(OCCCC(=O)OC(C)(C)C)C1)Cl)[N+](=O)[O-]